azophenol oxygen [O].N(=NC1=C(C=CC=C1)O)C1=C(C=CC=C1)O